[Cl-].CC1=C(OC2=C1C(CC(C2)C=2OC=CN2)=O)C(=O)OCCCC[NH3+] 4-((3-methyl-6-(oxazol-2-yl)-4-oxo-4,5,6,7-tetrahydrobenzofuran-2-carbonyl)oxy)butan-1-aminium chloride